methyl 5-(4-bromofuran-2-yl)-5-oxopentanoate BrC=1C=C(OC1)C(CCCC(=O)OC)=O